1-chloroethyl acetyl(2-((3-bromophenyl)(4-fluorophenyl)amino)ethyl)carbamate C(C)(=O)N(C(OC(C)Cl)=O)CCN(C1=CC=C(C=C1)F)C1=CC(=CC=C1)Br